N-(1H-indazol-3-yl)-5-methoxy-2,2-dimethyl-2H-chromene-6-carboxamide N1N=C(C2=CC=CC=C12)NC(=O)C=1C(=C2C=CC(OC2=CC1)(C)C)OC